terphenyl-diol C1(=C(C(=CC=C1)O)O)C=1C(=CC=CC1)C1=CC=CC=C1